(2S)-2-[(tert-butoxycarbonyl)amino]-3-({[1-(6-nitrobenzo[d][1,3]dioxol-5-yl)-ethoxy]carbonyl}amino)propanoic acid C(C)(C)(C)OC(=O)N[C@H](C(=O)O)CNC(=O)OC(C)C1=CC2=C(OCO2)C=C1[N+](=O)[O-]